NC1=NC=CC2=CC=C(C=C12)C1=CC2=C(N(N=C2C=C1OC)C1CCC1)COC1=C(C=CC=C1)CC(=O)O 2-(2-((5-(1-aminoisoquinolin-7-yl)-2-cyclobutyl-6-methoxy-2H-indazol-3-yl)methoxy)phenyl)acetic acid